CC(C=O)(C)N1C[C@H]2N(CC1)C(OC2)=O (R)-2-methyl-2-(3-oxotetrahydro-3H-oxazolo[3,4-a]pyrazin-7(1H)-yl)propanal